isotridecyl ether C(CCCCCCCCCC(C)C)OCCCCCCCCCCC(C)C